N-(1-(4-chlorophenyl)propyl)-2-oxo-6-(trifluoromethyl)-1,2-dihydropyridine-3-carboxamide ClC1=CC=C(C=C1)C(CC)NC(=O)C=1C(NC(=CC1)C(F)(F)F)=O